2-[(4-methoxyphenyl)methyl]-4-nitro-2,3-dihydro-1H-isoindol-1-one COC1=CC=C(C=C1)CN1C(C2=CC=CC(=C2C1)[N+](=O)[O-])=O